4-(Anthracene-9-ylethynyl)-2-fluoro-1-methylpyridin-1-ium iodide [I-].C1=CC=CC2=CC3=CC=CC=C3C(=C12)C#CC1=CC(=[N+](C=C1)C)F